FC=1C(=C(C=CC1F)[C@H]1[C@H](O[C@H](C1)C(F)(F)F)C(=O)NC1=CC(=NC=C1)C(=O)N)OC (2S,3S,5R)-4-[[3-(3,4-Difluoro-2-methoxy-phenyl)-5-(trifluoromethyl)tetrahydrofuran-2-carbonyl]amino]pyridin-2-carboxamid